3-((7R,14R)-1-(difluoromethoxy)-6-(methyl-d3)-5-oxo-5,6,7,14-tetrahydro-7,14-methanobenzo[f]benzo[4,5]imidazo[1,2-a][1,4]diazocin-11-yl)prop-2-yn-1-yl methanesulfonate CS(=O)(=O)OCC#CC1=CC2=C(N=C3N2[C@H]2C4=C(C(N([C@@H]3C2)C([2H])([2H])[2H])=O)C=CC=C4OC(F)F)C=C1